ClCC(=O)NCCC(C(=O)N)Cl [2-[(2-chloroacetyl)amino]ethyl]-2-chloro-acetamide